5-(benzo[d]oxazol-5-yl)-6-(2,4-difluorophenyl)isoindolin-1-one O1C=NC2=C1C=CC(=C2)C=2C=C1CNC(C1=CC2C2=C(C=C(C=C2)F)F)=O